ClCC=1C=C(C(=NC1COS(=O)(=O)C)OC)C1CCN(CC1)C(=O)OC(C)(C)C tert-butyl 4-(5-(chloromethyl)-2-methoxy-6-((methylsulfonyl)oxymethyl)pyridin-3-yl)piperidine-1-carboxylate